CN1N=NC2=C1C=CC(=C2C)[C@H](C(C(=O)OCC)C)C2=CC(=C(C=C2)C)CN2CC(OC1=C(C2)C=CC=C1)CC (3R)-ethyl 3-(1,4-dimethyl-1H-benzo[d][1,2,3]triazol-5-yl)-3-(3-((2-ethyl-2,3-dihydrobenzo[f][1,4]oxazepin-4(5H)-yl)methyl)-4-methylphenyl)-2-methylpropanoate